N-(4-chloro-3-fluoro-5-methoxy-phenyl)-1,1-diphenyl-methanimine ClC1=C(C=C(C=C1OC)N=C(C1=CC=CC=C1)C1=CC=CC=C1)F